L-4,4-difluorocyclohexanone FC1(CCC(CC1)=O)F